6-[5,6-difluoro-8-(methylamino)-4-(1-methyl-1,7-diazaspiro[4.4]non-7-yl)-9H-pyrido[2,3-b]indol-3-yl]-1-(methylamino)-4-oxo-1,8-naphthyridine-3-carboxylic acid FC1=C2C3=C(NC2=C(C=C1F)NC)N=CC(=C3N3CC1(CCCN1C)CC3)C=3C=C1C(C(=CN(C1=NC3)NC)C(=O)O)=O